Benzyl-ethane-1,2-diyldicarbamic acid tert-butyl ester C(C)(C)(C)OC(NCCN(C(O)=O)CC1=CC=CC=C1)=O